4-iodo-1-(1-phenylpropyl)-1H-pyrazole IC=1C=NN(C1)C(CC)C1=CC=CC=C1